C(C)(C)(C)OC(NCC1=C(C=C(C=C1)Cl)C=1SC(=CC1)C(C)NC1=NC(=NC2=CC(=C(C=C12)OC)OC)C)=O tert-butyl[4-chloro-2-(5-{1-[(6,7-dimethoxy-2-methylquinazolin-4-yl)amino]ethyl}-2-thienyl)benzyl]carbamate